azetidin-3-yl(4-(4-chloro-3,5-difluoro-1H-indole-2-carbonyl)piperazin-1-yl)methanone N1CC(C1)C(=O)N1CCN(CC1)C(=O)C=1NC2=CC=C(C(=C2C1F)Cl)F